OC[C@@H](C(=O)N1CC2=NN(C=C2C1)S(=O)(=O)C1=C(N=C(S1)CCC(F)(F)F)C)C1=CC=CC=C1 (2S)-3-hydroxy-1-(2-{[4-methyl-2-(3,3,3-trifluoropropyl)-1,3-thiazol-5-yl]sulfonyl}-2H,4H,5H,6H-pyrrolo[3,4-c]pyrazol-5-yl)-2-phenylpropan-1-one